N-{[2-amino-4-(hydroxymethyl)quinolin-7-yl]methyl}-N-(2-methanesulfonylphenyl)pyridine-3-carboxamide NC1=NC2=CC(=CC=C2C(=C1)CO)CN(C(=O)C=1C=NC=CC1)C1=C(C=CC=C1)S(=O)(=O)C